5,5'-(perfluorocyclopent-1-ene-1,2-diyl)bis(2,4-dimethylthiophene) FC1(C(=C(C(C1(F)F)(F)F)C1=C(C=C(S1)C)C)C1=C(C=C(S1)C)C)F